BrC1=C(C(=CC=C1)C(F)(F)F)C(C)C 1-bromo-2-isopropyl-3-(trifluoromethyl)benzene